7-isopropoxy-2-(1-methyl-2-oxabicyclo[2.1.1]hex-4-yl)-N-(1-((1s,2r)-2-methylcyclopropyl)-2-oxo-1,2-dihydropyridin-3-yl)imidazo[1,2-a]pyridine-6-carboxamide C(C)(C)OC1=CC=2N(C=C1C(=O)NC=1C(N(C=CC1)[C@@H]1[C@@H](C1)C)=O)C=C(N2)C21COC(C2)(C1)C